tert-butyl (3R)-4-(2-chloro-7-ethyl-6-oxo-5H-1,5-naphthyridine-3-carbonyl)-3-(2-hydroxy ethyl)piperazine-1-carboxylate ClC1=NC=2C=C(C(NC2C=C1C(=O)N1[C@@H](CN(CC1)C(=O)OC(C)(C)C)CCO)=O)CC